7-methoxy-3-methyl-5-((4-(4-(trifluoromethyl)piperidin-1-yl)phenyl)amino)benzo[d]oxazol-2(3H)-one COC1=CC(=CC=2N(C(OC21)=O)C)NC2=CC=C(C=C2)N2CCC(CC2)C(F)(F)F